3-amino-1-methyl-pyridin-2-one NC=1C(N(C=CC1)C)=O